sodium 4-(5-(2,2-dimethyl-4-(p-tolyl)-2H-chromen-6-yl)-1H-pyrrol-2-yl)-2,6-difluorobenzoate CC1(OC2=CC=C(C=C2C(=C1)C1=CC=C(C=C1)C)C1=CC=C(N1)C1=CC(=C(C(=O)[O-])C(=C1)F)F)C.[Na+]